NC=1C2=C(N=CN1)N(C(=C2C2=CC[C@H](CC2)C(=O)N2CCCC2)C=2C=C(C=CC2)NC(C=C)=O)C N-(3-{4-amino-7-methyl-5-[(4S)-4-(pyrrolidine-1-carbonyl)cyclohex-1-en-1-yl]-7H-pyrrolo[2,3-d]pyrimidin-6-yl}phenyl)prop-2-enamide